2-Bromo-N-(2-nitrophenyl)acrylamide BrC(C(=O)NC1=C(C=CC=C1)[N+](=O)[O-])=C